i-Octan C(C)(C)CC(C)(C)C